secondary heptyl xanthate O(C(=S)[S-])C(C)CCCCC